FC1=CC=CC2=C1C=C(O2)C(=O)N 4-fluoro-1-benzofuran-2-carboxamid